N-(3-(dimethylamino)propyl)-3-((2S)-2-hydroxy-3-(8-(5,6,7,8-tetrahydronaphthalen-2-ylsulfonyl)-1-oxa-8-azaspiro[4.5]dec-3-ylamino)propoxy)benzenesulfonamide CN(CCCNS(=O)(=O)C1=CC(=CC=C1)OC[C@H](CNC1COC2(C1)CCN(CC2)S(=O)(=O)C2=CC=1CCCCC1C=C2)O)C